rel-(R)-3-(3-((8-Cyano-2,2-dimethyl-2,3-dihydrobenzo[f][1,4]oxazepin-4(5H)-yl)methyl)-4-methylphenyl)-3-(1,4-dimethyl-1H-benzo[d][1,2,3]triazol-5-yl)propanoic acid C(#N)C1=CC2=C(CN(CC(O2)(C)C)CC=2C=C(C=CC2C)[C@@H](CC(=O)O)C2=C(C3=C(N(N=N3)C)C=C2)C)C=C1 |o1:21|